ClCC=1C(NC(NC1)=O)=O 5-chloromethyluracil